SC1=NN=C(O1)C=1C=C(N)C=C(C1)C=1OC(=NN1)S 3,5-bis(5-mercapto-2-1,3,4-oxadiazolyl)aniline